2-amino-4-sulfopropoxy-5,7,9-trisulfonaphthothiazole NC=1SC2=C(N1)C1=C(C=C(C=C1C(=C2OCCCS(=O)(=O)O)S(=O)(=O)O)S(=O)(=O)O)S(=O)(=O)O